(2S,5S)-4-((7-methoxy-4-(1-methyl-3-phenyl-1H-pyrazol-4-yl)quinazolin-6-yl)carbamoyl)-2,5-dimethylpiperazine-1-carboxylic acid tert-butyl ester C(C)(C)(C)OC(=O)N1[C@H](CN([C@H](C1)C)C(NC=1C=C2C(=NC=NC2=CC1OC)C=1C(=NN(C1)C)C1=CC=CC=C1)=O)C